methyl 5-[5-(2-{1-[(2-amino-5-bromophenyl) amino]-3-azabicyclo[3.2.1]octan-3-yl} ethoxy)-1-methylpyrazol-4-yl]-1-methyl-6-oxopyridine-3-carboxylate NC1=C(C=C(C=C1)Br)NC12CN(CC(CC1)C2)CCOC2=C(C=NN2C)C2=CC(=CN(C2=O)C)C(=O)OC